FC=1C=C(C=C(C1)F)C1=NOC2(C1CC=C2)C(=O)OC methyl 3-(3,5-difluoro-phenyl)-3a,4-dihydrocyclopenta[d]isoxazole-6a-carboxylate